NC1=NC2=CC(=CC=C2C=C1)CN(C(C)=O)C=1C(=NN(C1)C)CO N-[(2-aminoquinolin-7-yl)methyl]-N-[3-(hydroxymethyl)-1-methyl-1H-pyrazol-4-yl]acetamide